3,5-di-tert-butyl-2'-(5,5,8,8-tetramethyl-5,6,7,8-tetrahydro-1H-cyclopenta[b]naphthalen-2-yl)biphenyl-2-ol C(C)(C)(C)C1=C(C(=CC(=C1)C(C)(C)C)C1=C(C=CC=C1)C1=CC=2C(=CC=3C(CCC(C3C2)(C)C)(C)C)C1)O